ClC1=CC=C(OCC=2SC=C(N2)CN(CC2=CC=3OCOC3C=C2)CC(C)C)C=C1 2-(4-chloro-phenoxymethyl)-4-(N-isobutyl-N-piperonyl-aminomethyl)-thiazole